NC=1C=C2CCN(CC2=CC1CC)C(C(F)(F)F)=O 1-(6-amino-7-ethyl-3,4-dihydro-1H-isoquinolin-2-yl)-2,2,2-trifluoro-ethanone